1-((5-bromo-2-methylpyridin-3-yl)methyl)cyclopropane-1-carboxylic acid tert-butyl ester C(C)(C)(C)OC(=O)C1(CC1)CC=1C(=NC=C(C1)Br)C